2-pyridyl-benzophenanthrene N1=C(C=CC=C1)C1=C2C=3C=CC=CC3C3=C(C2=CC=C1)C=CC=C3